(2-fluorobenzyl)(methyl)((5-(5-(trifluoromethyl)-1,2,4-oxadiazol-3-yl)pyridin-2-yl)imino)-λ6-sulfanone FC1=C(CS(=O)(=NC2=NC=C(C=C2)C2=NOC(=N2)C(F)(F)F)C)C=CC=C1